3-(7-bromo-2-methylquinolin-3-yl)piperidine-2,6-dione BrC1=CC=C2C=C(C(=NC2=C1)C)C1C(NC(CC1)=O)=O